C(N)(=O)C=1C=C(C=NC1)N1[C@@H](CN(CC1)CC1=CC(=CC(=C1)C(F)(F)F)Cl)C (R)-5-Carbamoyl-pyridin-3-yl-4-(3-chloro-5-(trifluoromethyl)benzyl)-2-methyl-piperazine